OCCOC(N[C@H](C(=O)NC=1C(N(C=CC1)CC=1SC2=C(N1)C=CC=C2CC(C)C)=O)CC\C=C\C(=O)N(C)C)=O 2-Hydroxyethyl-(S,E)-(7-(dimethylamino)-1-((1-((7-isobutylbenzo[d]thiazol-2-yl)methyl)-2-oxo-1,2-dihydropyridin-3-yl)amino)-1,7-dioxohept-5-en-2-yl)carbamat